ClC=1C=C(C(=NC1)C(=O)OC)N[C@@H](C)C=1SC(=CC1)C(N[C@@H](CC1CCCC1)C(NC1CC1)=O)=O methyl 5-chloro-3-{[(1S)-1-(5-{[(1S)-2-cyclopentyl-1-(cyclopropylcarbamoyl)ethyl]carbamoyl}thiophen-2-yl)ethyl]amino}pyridine-2-carboxylate